2-(benzyloxy)-4,4-difluoro-2-(methoxymethyl)cyclohexan-1-one C(C1=CC=CC=C1)OC1(C(CCC(C1)(F)F)=O)COC